BrCC1CCC(CC1)C(C)C (1r,4r)-1-(bromomethyl)-4-isopropylcyclohexane